(R)-3-hydroxy-1-methyl-3-(3-(6-(2-(((R,S)-1-(1-methyl-1H-pyrazol-4-yl)ethyl)amino)pyrimidin-4-yl)pyridin-2-yl)isoxazol-5-yl)pyrrolidin-2-one O[C@@]1(C(N(CC1)C)=O)C1=CC(=NO1)C1=NC(=CC=C1)C1=NC(=NC=C1)N[C@H](C)C=1C=NN(C1)C